C(CCC)N(CCO)CCCC N,N-dibutyl-ethanolamine